(+/-)-tert-butyl 3-[2-chloro-4-(methoxymethyl)phenyl]-1,4-oxazepane-4-carboxylate ClC1=C(C=CC(=C1)COC)[C@@H]1COCCCN1C(=O)OC(C)(C)C |r|